2-((1R,2R)-1-(2-cyanophenyl)-1-(1-(3-methoxypropyl)-1H-pyrazol-4-yl)propan-2-yl)-5-hydroxy-N-(isoxazol-4-yl)-1-methyl-6-oxo-1,6-dihydropyrimidine-4-carboxamide C(#N)C1=C(C=CC=C1)[C@@H]([C@@H](C)C=1N(C(C(=C(N1)C(=O)NC=1C=NOC1)O)=O)C)C=1C=NN(C1)CCCOC